NC1=NC(N(C2=NC(=NC=C21)C2CC2)C2=C(C=CC=C2)C)=O 4-amino-7-cyclopropyl-1-(o-tolyl)pyrimido[4,5-d]pyrimidin-2(1H)-one